4-bromo-1,2-benzothiazol-7-amine BrC1=CC=C(C2=C1C=NS2)N